2-(6-Chloro-benzothiazol-2-ylamino)-1-methyl-1H-benzoimidazole-5-carboxylic acid (5-hydroxy-pentyl)-amide OCCCCCNC(=O)C1=CC2=C(N(C(=N2)NC=2SC3=C(N2)C=CC(=C3)Cl)C)C=C1